C12CCC(CC1)N2CC2=C(CNC=1C(=C(C(=CC1)F)S(=O)(=O)N(C=1N=CSC1)CC1=CC=C(C=C1)OC)F)C(=CC=C2OC)F ((2-((7-azabicyclo[2.2.1]heptan-7-yl)methyl)-6-fluoro-3-methoxybenzyl)amino)-2,6-difluoro-N-(4-methoxybenzyl)-N-(thiazol-4-yl)benzenesulfonamide